2-hydroxy-1,3-di(2-acryloxyphenyl)propane OC(CC1=C(C=CC=C1)OC(C=C)=O)CC1=C(C=CC=C1)OC(C=C)=O